(Z)-1-(5-chloro-2-methylphenyl)-N-hydroxycyclopropane-1-carboximidamide ClC=1C=CC(=C(C1)C1(CC1)/C(/NO)=N/[H])C